1'-((7-(difluoromethyl)-8-methyl-6-oxo-5,6-dihydro-1,5-naphthyridin-3-yl)methyl)-N-methyl-1',2',3',6'-tetrahydro-[3,4'-bipyridine]-6-carboxamide FC(C=1C(NC=2C=C(C=NC2C1C)CN1CCC(=CC1)C=1C=NC(=CC1)C(=O)NC)=O)F